CC1=NC(=NC(=C1)C)NC1=C(C=CC=C1)C=1CCNCC1 4,6-dimethyl-N-(2-(1,2,3,6-tetrahydropyridin-4-yl)phenyl)pyrimidin-2-amine